1,1-bis(4-hydroxy-3-phenylphenyl)cyclododecane Methyl-1-Oxa-9-Azaspiro[5.5]Undecane-3-Carboxylate COC(=O)C1COC2(CC1)CCNCC2.OC2=C(C=C(C=C2)C2(CCCCCCCCCCC2)C2=CC(=C(C=C2)O)C2=CC=CC=C2)C2=CC=CC=C2